C(C)(C)(C)OC(=O)N(C1CC(N(C1)C1=CC=C(C=C1)S(=O)(=O)N1CCN(CC1)C1=NC(=CC(=C1)C(C1=CC=C(C(=O)O)C=C1)(F)F)Cl)=O)CCCNC(=O)OC(C)(C)C 4-[[2-[4-[4-[4-[Tert-butoxycarbonyl-[3-(tert-butoxycarbonylamino)propyl]-amino]-2-oxo-pyrrolidin-1-yl]phenyl]sulfonylpiperazin-1-yl]-6-chloro-4-pyridyl]-difluoro-methyl]benzoic acid